tert-butyl (6-(azetidin-1-ylmethyl)-5-(furan-3-yl)pyridin-2-yl)carbamate N1(CCC1)CC1=C(C=CC(=N1)NC(OC(C)(C)C)=O)C1=COC=C1